6-(furan-2-yl)nicotinaldehyde O1C(=CC=C1)C1=NC=C(C=O)C=C1